N-((allyloxy)carbonyl)-O-(tert-butyl)-D-serine C(C=C)OC(=O)N[C@H](COC(C)(C)C)C(=O)O